tert-butyl (1S,4S)-5-(4-((3-chloro-4-(difluoromethoxy)-2-fluorophenyl)amino)pyrido[3,4-d]pyrimidin-6-yl)-2,5-diazabicyclo[2.2.1]heptane-2-carboxylate ClC=1C(=C(C=CC1OC(F)F)NC=1C2=C(N=CN1)C=NC(=C2)N2[C@@H]1CN([C@H](C2)C1)C(=O)OC(C)(C)C)F